ClC1=C(OCCCN)C=CC(=C1)Cl 3-(2,4-dichlorophenoxyl)propylamine